methyl 4-[1-aminoethyl]-1-benzothiophene-2-carboxylate NC(C)C1=CC=CC2=C1C=C(S2)C(=O)OC